ClC1=C(C=C(C=C1)Cl)C=1N=C(SC1)N\N=C\C1=C(C(=O)O)C=CC=C1 (E)-2-((2-(4-(2,5-dichlorophenyl)thiazol-2-yl)hydrazono)methyl)benzoic acid